ClC1=NC(=NC(=N1)Cl)N(CCC)CCC 4,6-dichloro-N,N-dipropyl-1,3,5-triazin-2-amine